C1=CC=CC=2C3=CC=CC=C3C(C12)COC(=O)N[C@H](C(=O)O)CC1=CC=C(C=C1)I (S)-2-((((9H-fluoren-9-yl)methoxy)carbonyl)amino)-3-(4-iodophenyl)propanoic acid